methyl (2R,3S,3aS,6aR)-3-(cyclopropanesulfonamido)-2-(((6-(5-fluoropyrimidin-2-yl)bicyclo[4.1.0]heptan-3-yl)oxy)methyl)hexahydro-cyclopenta[b]pyrrole-1(2H)-carboxylate C1(CC1)S(=O)(=O)N[C@H]1[C@@H]2[C@H](N([C@H]1COC1CC3CC3(CC1)C1=NC=C(C=N1)F)C(=O)OC)CCC2